ClC=1C=C(C=CC1)[C@@H]1[C@H](C1)C(=O)OC |r| rac-Methyl (1S*,2S*)-2-(3-chlorophenyl)cyclopropane-1-carboxylate